C(CC(O)(C(=O)[O-])CC(=O)[O-])(=O)[O-].[Na+].C1(CC1)N1C(=NC2=C1C=C(C=C2)NC(C2=C(C=C(C=C2)I)N2CCC1(CC1)CC2)=O)C.[Na+].[Na+] N-(1-cyclopropyl-2-methyl-1H-benzo[d]imidazol-6-yl)-4-iodo-2-(6-azaspiro[2.5]oct-6-yl)benzamide Sodium Citrate